2-[2-(methacryloyloxy)ethoxycarbonyl]benzoic acid C(C(=C)C)(=O)OCCOC(=O)C1=C(C(=O)O)C=CC=C1